2-oxo-8-(thiophen-3-ylcarbamoyl)-1,2-dihydroquinoline-3-carboxylic acid O=C1NC2=C(C=CC=C2C=C1C(=O)O)C(NC1=CSC=C1)=O